5-(3,4,5-trifluorophenyl)pyridine-3-carboxamide tert-butyl-3-(6-chloro-5-fluoro-3,4-dimethyl-2,7-naphthyridin-1-yl)-3-hydroxy-8-azabicyclo[3.2.1]octane-8-carboxylate C(C)(C)(C)OC(=O)N1C2CC(CC1CC2)(O)C2=NC(=C(C1=C(C(=NC=C21)Cl)F)C)C.FC=2C=C(C=C(C2F)F)C=2C=C(C=NC2)C(=O)N